(4-(trifluoromethyl)phenoxy)-1H-1,2,3-triazole-4-carboxylic acid FC(C1=CC=C(ON2N=NC(=C2)C(=O)O)C=C1)(F)F